2-fluoro-2-bromoethanol FC(CO)Br